[N+](=O)([O-])C1=CC=C(C(=O)NC2=CC(=C(OC3C4C5=C(C3CC4)C=C(C=C5)OC5=C(C=C(C=C5)NC(C5=CC=C(C=C5)[N+](=O)[O-])=O)C(F)(F)F)C=C2)C(F)(F)F)C=C1 3,6-bis(4-(4-nitrobenzoylamino)-2-trifluoromethyl-phenoxy)benzonorbornene